COC1=C(C=C(C=N1)C1=CC=C2C(=NNC2=C1)C(=O)NC)C(NC1CC(CCC1)NC(C(C)(C)C)=O)=O 6-(6-methoxy-5-((3-pivaloylaminocyclohexyl)carbamoyl)pyridin-3-yl)-N-methyl-1H-indazole-3-carboxamide